C(C=C)(=O)N1C[C@@H](N(C[C@H]1C)C=1C2=C(N(C(N1)=O)C=1C(=NC=NC1C(C)C)C(C)C)N=C(C(=C2)Cl)C2=C(C=CC=C2)F)C 4-((2s,5r)-4-propenoyl-2,5-dimethylpiperazin-1-yl)-6-chloro-1-(4,6-diisopropylpyrimidin-5-yl)-7-(2-fluorophenyl)pyrido[2,3-d]pyrimidin-2(1H)-one